tert-butoxycarbonyl-[2-(tert-butoxycarbonylamino)ethyl]amino-2-(4-(4,4,5,5-tetramethyl-1,3,2-dioxaborolan-2-yl)butyl)pyrrolidine-2-carboxylic acid C(C)(C)(C)OC(=O)C1C(N(CC1)NCCNC(=O)OC(C)(C)C)(C(=O)O)CCCCB1OC(C(O1)(C)C)(C)C